4-([6-(2-methoxyethoxy)-1H-indol-5-yl]oxylpyridin-2-yl)benzamide COCCOC1=C(C=C2C=CNC2=C1)OC=1C(=NC=CC1)C1=CC=C(C(=O)N)C=C1